COCCOCOC1=CC=C2C(C(=COC2=C1)C=1C=C2CCC=NC2=CC1)=O 6-(7-((2-methoxyethoxy)methoxy)-4-oxo-4H-chromen-3-yl)-3,4-dihydroquinolin